4-butoxy-N,N-diethylbutanamide C(CCC)OCCCC(=O)N(CC)CC